3-((5,6,7,8-tetrahydronaphthalene-1-carboxamido)methyl)-4,5-dihydroisoxazole C1(=CC=CC=2CCCCC12)C(=O)NCC1=NOCC1